(6-tert-butoxycarbonyl-8,8-difluoro-5,7-dihydro-1,6-naphthyridin-3-yl)boronic acid C(C)(C)(C)OC(=O)N1CC=2C=C(C=NC2C(C1)(F)F)B(O)O